4-aminopiperidin-2-one NC1CC(NCC1)=O